FC1([C@@H]([C@H](CCC1)O[C@@H]1CN(CC1)C(C)C)NC(CC=1C(=C(C=CC1)C1=CC(=CC(=C1)F)F)F)=O)F N-((1R,6S)-2,2-difluoro-6-(((S)-1-isopropylpyrrolidin-3-yl)oxy)cyclohexyl)-2-(2,3',5'-trifluoro-[1,1'-biphenyl]-3-yl)acetamide